C(C=C)(=O)OC(C(=O)[O-])(C)C acryloxy-2-methylpropionate